COC1=CC=C(CNC(C)(CCCCB2OC(C(O2)(C)C)(C)C)C2=NN=NN2C(C)(CC(C)(C)C)C)C=C1 N-(4-methoxybenzyl)-6-(4,4,5,5-tetramethyl-1,3,2-dioxaborolan-2-yl)-2-(1-(2,4,4-trimethylpentan-2-yl)-1H-tetrazol-5-yl)hexan-2-amine